CC=1C(=NC(=NC1)NC1=CC2=C(B(OC2)O)C=C1)NC1=C(C=CC=C1)C(F)(F)F 5-((5-methyl-4-((2-(trifluoromethyl)phenyl)amino)pyrimidin-2-yl)amino)benzo[c][1,2]oxaborol-1(3H)-ol